C(C)(=O)C=1NC2=CC=C(C=C2C1C=1N=NN(C1)CC1CCN(CC1)CCNS(=O)(=O)C1=CC(=C(C=C1)C1=C(C=CC=C1OC)OC)C)F N-(2-(4-((4-(2-Acetyl-5-fluoro-1H-indol-3-yl)-1H-1,2,3-triazol-1-yl)methyl)piperidin-1-yl)ethyl)-2',6'-dimethoxy-2-methyl-[1,1'-biphenyl]-4-sulfonamid